CN(C(N(C1=CC=CC2=CC=CC(=C12)N(C(=NC)N(C)C)C)C)=NC)C 1,8-bis(tetramethylguanidino)naphthalene